methyl 5-ethynyl-2-methylpyrazole-3-carboxylate C(#C)C=1C=C(N(N1)C)C(=O)OC